CC1=NC=CC=C1C(=O)N1CCC(CC1)CCCCNC(=O)C=1C=CC=2N(C1)C=CN2 N-(4-{1-[(2-methylpyridin-3-yl)carbonyl]piperidin-4-yl}butyl)imidazo[1,2-a]pyridine-6-carboxamide